(S)-1'-(6-amino-5-((2-amino-3-chloropyridin-4-yl)thio)-3-fluoropyrazin-2-yl)-1,3-dihydrospiro[indene-2,4'-piperidine]-1-amine benzenesulfonate C1(=CC=CC=C1)S(=O)(=O)O.NC1=C(N=C(C(=N1)N1CCC2(CC1)[C@@H](C1=CC=CC=C1C2)N)F)SC2=C(C(=NC=C2)N)Cl